1,2-bis(4-(pyridine-4-yl)phenyl)ethane-1,2-dione N1=CC=C(C=C1)C1=CC=C(C=C1)C(C(=O)C1=CC=C(C=C1)C1=CC=NC=C1)=O